3-chloro-N-[5-[5-(2-hydroxyethoxy)-1H-benzimidazol-2-yl]-1H-pyrazol-3-yl]-4-methoxy-benzamide ClC=1C=C(C(=O)NC2=NNC(=C2)C2=NC3=C(N2)C=CC(=C3)OCCO)C=CC1OC